methyl 3-(4-((4-(2-(2-aminopyridin-3-yl)-6-(pyridin-3-yl)-3H-imidazo[4,5-b]pyridin-3-yl)benzyl)carbamoyl)phenyl)propanoate NC1=NC=CC=C1C1=NC=2C(=NC=C(C2)C=2C=NC=CC2)N1C1=CC=C(CNC(=O)C2=CC=C(C=C2)CCC(=O)OC)C=C1